lithium 4-bromo-1-((2-(trimethylsilyl) ethoxy) methyl)-1H-imidazole-2-carboxylate BrC=1N=C(N(C1)COCC[Si](C)(C)C)C(=O)[O-].[Li+]